5,7-dimethoxy-2-(3,4,5-trimethoxyphenyl)chroman-4-one COC1=C2C(CC(OC2=CC(=C1)OC)C1=CC(=C(C(=C1)OC)OC)OC)=O